(1R*,2S*)-N-((S)-(7-((R*)-Cyclopropyl(4,4,4-trifluorobutanamido)methyl)imidazo[1,2-b]pyridazin-2-yl)(4,4-difluorocyclohexyl)methyl)-2-(fluoromethyl)cyclopropane-1-carboxamide C1(CC1)[C@H](C1=CC=2N(N=C1)C=C(N2)[C@@H](NC(=O)[C@H]2[C@H](C2)CF)C2CCC(CC2)(F)F)NC(CCC(F)(F)F)=O |o1:3,17,18|